FC1=C(CN2[C@@H](CCC2=O)CC(=O)NC(C(=O)NCCC)C(C)C)C=CC=C1F 2-(2-((S)-1-(2,3-Difluorobenzyl)-5-oxopyrrolidin-2-yl)acetamido)-3-methyl-N-propylbutanamide